2-(6-bromo-7-fluoro-1H-indol-2-yl)-7-methoxy-1-methyl-benzimidazole-5-carboxylic acid methyl ester COC(=O)C1=CC2=C(N(C(=N2)C=2NC3=C(C(=CC=C3C2)Br)F)C)C(=C1)OC